7-(4-(Dimethylamino)butyl)-7-hydroxytridecane-1,13-diyl dipalmitate C(CCCCCCCCCCCCCCC)(=O)OCCCCCCC(CCCCCCOC(CCCCCCCCCCCCCCC)=O)(O)CCCCN(C)C